FC(=O)OC(C)(C)C t-butyl fluoroformate